FC1=NC=C(C=C1)C=O 2-Fluoropyridine-5-carbaldehyde